3-[2-[4-methoxy-2-(trifluoromethyl)phenyl]ethyl]azetidine COC1=CC(=C(C=C1)CCC1CNC1)C(F)(F)F